FC1(CC(C1)N1C(C(=CC=C1)NC(C1=C(C=C(C=C1)NS(=O)(=O)CCOC)N1CC[Si](CC1)(C)C)=O)=O)F N-(1-(3,3-difluorocyclobutyl)-2-oxo-1,2-dihydropyridin-3-yl)-2-(4,4-dimethyl-1,4-azasilinan-1-yl)-4-((2-methoxyethyl)sulfonamido)benzamide